FC(C1=C(C=CC(=C1)C(F)(F)F)NC(=O)NC=1SC(=C(N1)C)C1=NC(=NC=C1)NC)(F)F 1-(2,4-Bis(trifluoromethyl)phenyl)-3-(4-methyl-5-(2-(methylamino)-pyrimidin-4-yl)thiazol-2-yl)urea